O1CC(C1)N1C(N(CC1)C1CN(CCC1)C=1N=NC(=CN1)C(=O)N)=O 3-(3-(3-(oxetan-3-yl)-2-oxoimidazolin-1-yl)piperidin-1-yl)-1,2,4-triazine-6-carboxamide